2'-deoxy-2'-fluoro-5'-((hexadecyloxypropyl)phospho)-uridine F[C@H]1[C@@H](O[C@@H]([C@H]1O)COP(=O)(OCCCOCCCCCCCCCCCCCCCC)O)N1C(=O)NC(=O)C=C1